Methyl 3-(3,7-dimethyl-3H-[1,2,3]triazolo[4,5-b]pyridin-6-yl)-3-[7-(hydroxymethyl)-1-benzothiophene-5-yl]-2,2-dimethylpropanoate CN1N=NC=2C1=NC=C(C2C)C(C(C(=O)OC)(C)C)C=2C=C(C1=C(C=CS1)C2)CO